C1(=CC=CC=C1)C1(N=CN(C1C1=CC=CC=C1)N1C=NC=C1C1=CC=CC=C1)C1=CC=CC=C1 4,4,5,5'-tetraphenyl-1,1'-biimidazole